[Br-].BrC1=CC=C(CC2=C(C=CC=C2)P(C2=CC=CC=C2)C2=CC=CC=C2)C=C1 (4-Bromobenzyl)triphenylphosphine bromide